tert-butyl (3R)-pyrrolidin-3-ylcarbamate N1C[C@@H](CC1)NC(OC(C)(C)C)=O